4-(2-Aminoethyl)-benzenesulfonyl fluoride hydrochloride Cl.NCCC1=CC=C(C=C1)S(=O)(=O)F